4-(((1R,3R,4R)-3-hydroxy-4-methylcyclohexyl)amino)nicotinamide O[C@@H]1C[C@@H](CC[C@H]1C)NC1=CC=NC=C1C(=O)N